(3S,5S)-3,5-dimethylpiperazine-1-carboxylic acid benzyl ester C(C1=CC=CC=C1)OC(=O)N1C[C@@H](N[C@H](C1)C)C